GADOLINIUM-ALUMINIUM-GALLIUM [Ga].[Al].[Gd]